BrC=1C=C2CCCNC2=C(C1)C#CC=1C=C(C=NC1[C@H](C)OC)N1CCOCC1 4-[5-[2-(6-bromo-1,2,3,4-tetrahydroquinolin-8-yl)ethynyl]-6-[(1S)-1-methoxyethyl]-3-pyridyl]morpholine